5-[(3S)-5-fluoro-7-hydroxy-3-{[3-(1H-pyrazol-1-yl)propyl]amino}-3,4-dihydro-2H-1-benzothiopyran-6-yl]-1λ6,2,5-thiadiazolidine-1,3-dione FC1=C(C(=CC2=C1C[C@@H](CS2)NCCCN2N=CC=C2)O)N2CC(N[SH2]2=O)=O